6-[5-(difluoromethyl)-1,3,4-oxadiazol-2-yl]-2-{(1RS,2RS)-1-(4-fluorophenyl)-2-hydroxy-2-[6-(trifluoromethyl)pyridin-3-yl]ethyl}-2,3-dihydro-1H-isoindol-1-one FC(C1=NN=C(O1)C1=CC=C2CN(C(C2=C1)=O)[C@@H]([C@@H](C=1C=NC(=CC1)C(F)(F)F)O)C1=CC=C(C=C1)F)F |r|